(1s,4s)-4-(3-chloroanilino)-2'-(3-methylphenyl)spiro[cyclohexane-1,1'-indene]-4-carboxylic acid ClC=1C=C(NC2(CCC3(C(=CC4=CC=CC=C34)C3=CC(=CC=C3)C)CC2)C(=O)O)C=CC1